phloroglucinol, hydrate O.C1(O)=CC(O)=CC(O)=C1